FC(C(=O)O)(F)F.FC(C(=O)O)(F)F.N1C(=CC=2C=NC=CC21)CNC([C@@H](C)NC(=O)[C@@H]2N(CC[C@@H](C2)C2=CC=CC=C2)CC(=O)O)=O 2-((2R,4S)-2-(((R)-1-(((1H-pyrrolo[3,2-c]pyridin-2-yl)methyl)amino)-1-oxopropan-2-yl)carbamoyl)-4-phenylpiperidin-1-yl)acetic acid di-trifluoroacetate